trans-3,3,5-trimethylcyclohexanol CC1(C[C@H](C[C@@H](C1)C)O)C